FC=1C=C2C(=CC=NC2=CC1OC)NCC=1C=C(C=CC1)[SH2](=O)C=N (3-{[(6-fluoro-7-methoxyquinolin-4-yl)amino]methyl}phenyl)(imino)methyl-λ6-sulfanone